[N+](=O)([O-])C1CCC=C(C1)C=O 5-nitro-1-cyclohexene-1-carboxaldehyde